(2-((1-(1-(cyclopropanecarbonyl)piperidin-4-yl)-1H-pyrazol-4-yl)amino)-5-methylpyrimidin-4-yl)picolinic acid C1(CC1)C(=O)N1CCC(CC1)N1N=CC(=C1)NC1=NC=C(C(=N1)C=1C(=NC=CC1)C(=O)O)C